FC(C1=NC(=NO1)C1=CC2=C([C@@H](CO2)NC(C([2H])([2H])[2H])=O)C=C1)F (S)-N-(6-(5-(difluoromethyl)-1,2,4-oxadiazol-3-yl)-2,3-dihydrobenzofuran-3-yl)acetamide-2,2,2-d3